N1CCC(CC1)N1N=C(C=C1)C1=CC=C(C=C1)NC1=NC=C(C(=N1)NC1=C(C(=O)NC)C=CC=C1)C(F)(F)F 2-{[2-({4-[1-(piperidin-4-yl)pyrazol-3-yl]phenyl}amino)-5-(trifluoromethyl)pyrimidin-4-yl]amino}-N-methylbenzamide